C1=NC=CC=2C=CC3=C(NC21)C=CC=C3 benzo[b]pyrido[4,3-f]azepine